Cl.NC/C(/COC=1C=C2C(N3C(=NC2=CC1)C=CC=C3)=O)=C/F 2-[(Z)-2-(aminomethyl)-3-fluoro-allyloxy]pyrido[2,1-b]quinazolin-11-one hydrochloride